FC(OC1=CC=C(C=C1)N(N)C(=O)N)F [4-(difluoromethoxy)phenyl]-hydrazinecarboxamide